C(CCC)NC=1N(C2=C(C3=C(N1)C=CC=C3)N=C3N2C=CC=C3)CCCC N,7-dibutyl-7H-benzo[d]pyrido[1',2':1,2]imidazo[4,5-f][1,3]diazepin-6-amine